1-vinyl-3-methylimidazolium chloride [Cl-].C(=C)N1C=[N+](C=C1)C